NC=1C=C(C=C(C1)C(F)(F)F)[C@@H](C)NC1=C2C(=C(N=N1)C)C(N(C(=C2)N2CCN(CC2)CC)C)=O (R)-1-((1-(3-amino-5-(trifluoromethyl)phenyl)ethyl)amino)-7-(4-ethylpiperazin-1-yl)-4,6-dimethylpyrido[3,4-d]pyridazin-5(6H)-one